tert-butyl (2R,5S)-4-(bis(4-fluorophenyl)methyl)-2,5-dimethylpiperazine-1-carboxylate FC1=CC=C(C=C1)C(N1C[C@H](N(C[C@@H]1C)C(=O)OC(C)(C)C)C)C1=CC=C(C=C1)F